O=C1NCC(C2=CC=CC=C12)C(=O)O 1-oxo-1,2,3,4-tetrahydroisoquinoline-4-carboxylic acid